(3S)-3-(3-fluoro-4-methoxyphenyl)-3-(2-(hydroxymethyl)hept-6-enamido)-propionic acid ethyl ester C(C)OC(C[C@H](NC(C(CCCC=C)CO)=O)C1=CC(=C(C=C1)OC)F)=O